(2-chlorophenyl)-7-(methylamino)-2-(trifluoromethyl)thiazolo[4,5-d]pyrimidin-5(4H)-one ClC1=C(C=CC=C1)N1C(N=C(C2=C1N=C(S2)C(F)(F)F)NC)=O